FC1=C2C=NNC2=C(C=C1)C1=NOC(=N1)C1CC(N1C1=CC=C(C=C1)F)=O 4-(3-(4-fluoro-1H-indazol-7-yl)-1,2,4-oxadiazol-5-yl)-1-(4-fluorophenyl)azetidin-2-one